CC=1C=C(C=CC1O[C@@H]1COCCC1)NC=1C2=C(N=CN1)C=CC(=N2)N2CCN(CC2)C(=O)OC(C)(C)C tert-butyl 4-[4-({3-methyl-4-[(3S)-oxan-3-yloxy]phenyl}amino)pyrido[3,2-d]pyrimidin-6-yl]piperazine-1-carboxylate